(S)-tert-butyl 2-(6-(3-methyl-1H-pyrrolo[2,3-b]pyridin-5-yl)-2-(2-methylisonicotinyl)-1,2,3,4-tetrahydroisoquinolin-8-yl)pyrrolidine-1-carboxylate CC1=CNC2=NC=C(C=C21)C=2C=C1CCN(CC1=C(C2)[C@H]2N(CCC2)C(=O)OC(C)(C)C)CC2=CC(=NC=C2)C